7-fluoro-1-methyl-4-[4-(5-methyl-1,3-benzoxazol-2-yl)piperidin-1-yl]-2-oxo-1,2-dihydroquinoline-3-carbonitrile FC1=CC=C2C(=C(C(N(C2=C1)C)=O)C#N)N1CCC(CC1)C=1OC2=C(N1)C=C(C=C2)C